Tert-butyl [(2R)-1-({(5R)-8-chloro-1-[trans-4-(pyridin-2-yloxy)cyclohexyl]-5,6-dihydro-4H-[1,2,4]triazolo[4,3-a][1]benzazepin-5-yl}amino)-3-methyl-1-oxobutan-2-yl]carbamate ClC=1C=CC2=C(C[C@H](CC=3N2C(=NN3)[C@@H]3CC[C@H](CC3)OC3=NC=CC=C3)NC([C@@H](C(C)C)NC(OC(C)(C)C)=O)=O)C1